(5aR,6S,7S,8R,8aS)-5a-(4-azidophenyl)-7-((3-(hydroxymethyl)-3-methylazetidin-1-yl)methyl)-1,3-dimethoxy-6-phenyl-5a,6,7,8-tetrahydro-8aH-cyclopenta[4,5]furo[3,2-c]pyridine-8,8a-diol N(=[N+]=[N-])C1=CC=C(C=C1)[C@]12[C@](C=3C(=NC(=CC3O1)OC)OC)([C@@H]([C@@H]([C@H]2C2=CC=CC=C2)CN2CC(C2)(C)CO)O)O